BrC1=CC=C(S1)C(C(F)(F)F)O[Si](C)(C)C (1-(5-bromothiophen-2-yl)-2,2,2-trifluoroethoxy)trimethylsilane